Cl.N1C[C@H](CC1)O (S)-pyrrolidin-3-ol hydrogen chloride